C(C)(=O)C1=NC=C(C(=C1)N1C(C(=C(C=C1C)OCC1=NC=C(C=C1F)F)Cl)=O)Cl 2'-acetyl-3,5'-dichloro-4-((3,5-difluoropyridin-2-yl)methoxy)-6-methyl-2H-[1,4'-bipyridin]-2-one